4-(5-fluoro-1,7-diaza-3-naphthylamino)-2-{5-methoxy-6-[(1s,3s)-3-(dimethylamino)cyclobutoxy]-3-pyridylamino}pyrimidine FC1=C2C=C(C=NC2=CN=C1)NC1=NC(=NC=C1)NC=1C=NC(=C(C1)OC)OC1CC(C1)N(C)C